OC=1C(=CC2=C(C(=C(S2)C(CCC(=O)O)=O)C)C1)OC 4-(5-hydroxy-6-methoxy-3-methylbenzothiophen-2-yl)-4-oxobutanoic acid